[Ir+3].F[P-](F)(F)(F)(F)F.ClC(C(F)(F)F)(C(F)(F)F)Cl.F[P-](F)(F)(F)(F)F.F[P-](F)(F)(F)(F)F 2,2-dichlorohexafluoropropane hexafluoro-phosphate iridium (III)